N-(3-chloro-5-(methylsulfonamido)phenyl)-1-(5-fluoro-3-((3-fluorobenzyl)oxy)pyridin-2-yl)-1H-pyrazole-4-carboxamide ClC=1C=C(C=C(C1)NS(=O)(=O)C)NC(=O)C=1C=NN(C1)C1=NC=C(C=C1OCC1=CC(=CC=C1)F)F